C1(CC1)C=1C(=C2C(C(N(C2=C(C1)F)C=1C(N(C(=CC1)C)CCCC(=O)OC)=O)=O)(C)C)F methyl 4-(3-(5-cyclopropyl-4,7-difluoro-3,3-dimethyl-2-oxoindolin-1-yl)-6-methyl-2-oxopyridin-1(2H)-yl)butanoate